ClC=1C=C(NC2(CCC3([C@H](CC4=CC=5OCCOC5C=C34)C[C@H](CO)C)CC2)C(=O)OC)C=CC1 methyl (1r,4S,7'S)-4-(3-chloroanilino)-7'-[(2R)-3-hydroxy-2-methylpropyl]-2',3',7',8'-tetrahydrospiro[cyclohexane-1,6'-indeno[5,6-b][1,4]dioxine]-4-carboxylate